N-(3-chloro-5-(methylsulfonamido)phenyl)-4-(3-cyano-5-(3,3-difluoroazetidin-1-yl)pyridin-2-yl)-5-methylthiophene-2-carboxamide ClC=1C=C(C=C(C1)NS(=O)(=O)C)NC(=O)C=1SC(=C(C1)C1=NC=C(C=C1C#N)N1CC(C1)(F)F)C